FC(C=1SC2=C(N1)C=C(C=C2)C(=O)OC)(F)F methyl 2-(trifluoromethyl)benzo[d]thiazole-5-carboxylate